ClC1=C(C=C2C(=CNC2=C1)C(=O)NOC)C=1C(=NC(=CC1)N(C)C)OCC 6-chloro-5-(6-(dimethylamino)-2-ethoxypyridin-3-yl)-N-methoxy-1H-indole-3-carboxamide